CC(C)(C)S(=O)NC1C=2C(=NN(C2)C)CC12CCNCC2 2-methyl-N-(2-methylspiro[4,6-dihydrocyclopenta[c]pyrazole-5,4'-piperidine]-4-yl)propane-2-sulfinamide